NC=1N=CC(=NC1OCC1=C(C(=CC=C1F)F)Cl)C1=CC=C(C=C1)C(=O)N1CC(NC(C1)C)C {4-[5-amino-6-(2-chloro-3,6-difluoro-benzyloxy)-pyrazin-2-yl]-phenyl}-(3,5-dimethyl-piperazin-1-yl)-methanone